di-n-butyl 2,3-dimethylsuccinate CC(C(=O)OCCCC)C(C(=O)OCCCC)C